COC=1C=C(C2=C(C(=NS2(=O)=O)N(\N=C\C2=CC(=C(C=C2)B(O)O)OC)CC(C)C)C1)OC [4-[(E)-[(5,7-dimethoxy-1,1-dioxo-1,2-benzothiazol-3-yl)-isobutyl-hydrazono]methyl]-2-methoxy-phenyl]boronic acid